C1(CC1)C1=NSC(=N1)C1=NN=C2N1CCN(C2CC(=O)N(C)C)C(C2=CC=C(C=C2)F)=O 2-(3-(3-Cyclopropyl-1,2,4-thiadiazol-5-yl)-7-(4-fluorobenzoyl)-5,6,7,8-tetrahydro-[1,2,4]triazolo[4,3-a]pyrazin-8-yl)-N,N-dimethylacetamide